6-cyclopropyl-3-(isoquinolin-4-yl)quinazoline-2,4(1H,3H)-dione C1(CC1)C=1C=C2C(N(C(NC2=CC1)=O)C1=CN=CC2=CC=CC=C12)=O